rel-N-(6-Amino-5-ethyl-3-pyridyl)-2-[(2R,5S)-2-(6-isoquinolyl)-5-methyl-1-piperidyl]-2-oxo-acetamide NC1=C(C=C(C=N1)NC(C(=O)N1[C@H](CC[C@@H](C1)C)C=1C=C2C=CN=CC2=CC1)=O)CC |o1:12,15|